methyl 2-(6-(tert-butoxycarbonyl)-5-(1-(cyclohexylmethyl)-5-methyl-1H-pyrazol-4-yl)pyridin-2-yl)-1,2,3,4-tetrahydroisoquinoline-8-carboxylate C(C)(C)(C)OC(=O)C1=C(C=CC(=N1)N1CC2=C(C=CC=C2CC1)C(=O)OC)C=1C=NN(C1C)CC1CCCCC1